FC(N1N=CC(=C1C1=CC=2N(C=C1)N=C(C2)NC(=O)C2CC2)O[C@@H]2CN(CC2)C)F N-[5-[2-(difluoromethyl)-4-[(3S)-1-methylpyrrolidin-3-yl]oxy-pyrazol-3-yl]pyrazolo[1,5-a]pyridin-2-yl]cyclopropanecarboxamide